tert-Butyl (3S)-3-((3-((allyloxy)methyl)-6-bromopyridin-2-yl)carbamoyl)-5-(pent-4-enamidomethyl)-2-azabicyclo[3.1.0]hexane-2-carboxylate C(C=C)OCC=1C(=NC(=CC1)Br)NC(=O)[C@H]1N(C2CC2(C1)CNC(CCC=C)=O)C(=O)OC(C)(C)C